O=C1NC(CCC1N1C(C2=CC=C(C=C2C1=O)N1CC(C1)(F)CN1CCC(CC1)N1N=C2C=C(C(=CC2=C1)NC(=O)C=1C=NN2C1N=CC=C2)F)=O)=O N-(2-(1-((1-(2-(2,6-dioxopiperidin-3-yl)-1,3-dioxoisoindolin-5-yl)-3-fluoroazetidin-3-yl)methyl)piperidin-4-yl)-6-fluoro-2H-indazol-5-yl)pyrazolo[1,5-a]pyrimidine-3-carboxamide